P(=O)(OCCCNC(CCCCCCCCCCC)=O)([O-])[O-] lauramidopropyl phosphate